2-(2-amino-6-((2-aminophenyl)amino)-9H-purin-9-yl)-N-(1-ethyl-3-methyl-1H-pyrazol-5-yl)acetamide NC1=NC(=C2N=CN(C2=N1)CC(=O)NC1=CC(=NN1CC)C)NC1=C(C=CC=C1)N